N'-(4-iodo-2-(6-azaspiro[2.5]octane-6-yl)benzoyl)-6-methylpyrimidine-4-carbohydrazide IC1=CC(=C(C(=O)NNC(=O)C2=NC=NC(=C2)C)C=C1)N1CCC2(CC2)CC1